C1(CC1)N1CC2=CC(=CC=C2CC1)CN1N=C(C(=C1)C(=O)NCC1=C(C(=CC=C1N1N=NC(=C1)C)OC)F)COC 1-[(2-cyclopropyl-3,4-dihydro-1H-isoquinolin-7-yl)methyl]-N-{[2-fluoro-3-methoxy-6-(4-methyl-1,2,3-triazol-1-yl)phenyl]methyl}-3-(methoxymethyl)pyrazole-4-carboxamide